C1NCC12CN(CC2)C=2N=NC(=CN2)C2=C(C=C(C=C2)C=2C=NNC2)O 2-[3-(2,6-diazaspiro[3.4]oct-6-yl)-1,2,4-triazin-6-yl]-5-(1H-pyrazol-4-yl)phenol